NCC(=O)NC1=CC=C(C=C1)N(CCCNC(OC(C)(C)C)=O)[C@@H]1C[C@@H](N(C2=CC=CC=C12)C(CC)=O)C tert-butyl (3-((4-(2-aminoacetamido)phenyl)((2S,4R)-2-methyl-1-propionyl-1,2,3,4-tetrahydroquinolin-4-yl)amino)propyl)carbamate